1-Butyl-5-(diaminomethylene)-3-((5R,7r,10R)-1-(oxetan-3-ylmethyl)-2,4-dioxo-1,3-diazadispiro[4.1.57.15]tridecan-10-yl)pyrimidine-2,4,6(1H,3H,5H)-trione C(CCC)N1C(N(C(C(C1=O)=C(N)N)=O)C1CCC2(CC3(C(NC(N3CC3COC3)=O)=O)C2)CC1)=O